5-{[9-chloro-7-(5-fluoroindol-1-yl)-3,5-dihydro-2H-1,4-benzoxazepin-4-yl]methyl}-1H-pyrazin-2-one ClC1=CC(=CC=2CN(CCOC21)CC=2N=CC(NC2)=O)N2C=CC1=CC(=CC=C21)F